C12(CC3CC(CC(C1)C3)C2)NCCCCCCC(=O)NC=2C=CC3=C(C(=CO3)C3C(NC(CC3)=O)=O)C2 7-((adamantan-1-yl)amino)-N-(3-(2,6-dioxopiperidin-3-yl)benzofuran-5-yl)heptanamide